C(#N)C1(CC1)C=1C=CC=2N(C1)N=C(C2I)NC(C)=O N-[6-(1-cyanocyclopropyl)-3-iodo-pyrazolo[1,5-a]pyridin-2-yl]acetamide